{1-{1-[5-chloro-2-(trifluoromethyl)isonicotinoyl]piperidin-4-yl}-3-[4-(1H-pyrrolo[2,3-b]pyridin-4-yl)-1H-pyrazol-1-yl]azetidin-3-yl}acetonitrile ClC1=CN=C(C=C1C(=O)N1CCC(CC1)N1CC(C1)(N1N=CC(=C1)C1=C2C(=NC=C1)NC=C2)CC#N)C(F)(F)F